CN(C(O)=O)C1=NC=CC(=C1)C1=NC=C(C(=C1)C(F)(F)F)OC[C@@](CC(=C)C)(C)N.N1=C(C=CC=C1)C1=NNC(=C1)C1=NC=CC=C1 3,5-bis(2-pyridyl)pyrazole Methyl-(S)-(5-((2-amino-2,4-dimethylpent-4-en-1-yl)oxy)-4-(trifluoromethyl)-[2,4'-bipyridin]-2'-yl)carbamate